C(C)(=O)C1=C2CN(C(C2=CC(=C1)C)=O)C1CCOC2=CC=CC=C12 4-acetyl-2-(chroman-4-yl)-6-methylisoindolin-1-one